1,3-dicyanomethylimidazolium C(#N)CN1C=[N+](C=C1)CC#N